N-((2S)-1,1-dicyclopropyl-3-((2-fluoro-4-(1-oxo-1-((2,2,2-trifluoroethyl)amino)propan-2-yl)-5-vinylphenyl)amino)-3-oxopropan-2-yl)-1-isopropyl-1H-pyrazole-5-carboxamide C1(CC1)C([C@@H](C(=O)NC1=C(C=C(C(=C1)C=C)C(C(NCC(F)(F)F)=O)C)F)NC(=O)C1=CC=NN1C(C)C)C1CC1